C(C)C1=CC=C(C=C1)C(C)(C)O 2-(4-ethyl-phenyl)propan-2-ol